C(CCCCCCCCCCC)(=O)N(CCC)C(CCCCCCCCCCC)=O bislauroylpropylamine